5-amino-5-methyl-hexahydrocyclopenta[c]pyrrole-2(1H)-carboxylic acid benzyl ester C(C1=CC=CC=C1)OC(=O)N1CC2C(C1)CC(C2)(C)N